7-acetyl-1,1,3,4,4,6-hexamethyl-tetraline C(C)(=O)C1=C(C=C2C(C(CC(C2=C1)(C)C)C)(C)C)C